BrC1=CC=C(COC2=NN=C(S2)NC(C2=C(N=CC=C2)N2CCOCC2)=O)C=C1 N-(5-((4-bromobenzyl)oxy)-1,3,4-thiadiazol-2-yl)-2-morpholinonicotinamide